The molecule is a cyanide salt containing equal numbers of sodium cations and cyanide anions. It has a role as an EC 1.15.1.1 (superoxide dismutase) inhibitor. It is a cyanide salt, a one-carbon compound and a sodium salt. [C-]#N.[Na+]